2-(6-chloro-2-pyridyl)-2-(5-cyclopropyl-1-methyl-pyrazol-4-yl)propan-1-amine ClC1=CC=CC(=N1)C(CN)(C)C=1C=NN(C1C1CC1)C